(3S,4S)-1-Cyclohexyl-4-{[5-(2,4,6-trifluoro-phenyl)-isoxazole-3-carbonyl]-amino}-piperidine-3-carboxylic acid ((R)-1-pyridin-2-yl-ethyl)-amide N1=C(C=CC=C1)[C@@H](C)NC(=O)[C@H]1CN(CC[C@@H]1NC(=O)C1=NOC(=C1)C1=C(C=C(C=C1F)F)F)C1CCCCC1